1-[4-(2,3-Dimethylphenyl)piperazin-1-yl]-2-{3-[4-(1H-1,2,4-triazol-1-yl)piperidin-1-carbonyl]-5,6-dihydrocyclopenta[c]pyrazol-1(4H)-yl}ethan-1-on CC1=C(C=CC=C1C)N1CCN(CC1)C(CN1N=C(C2=C1CCC2)C(=O)N2CCC(CC2)N2N=CN=C2)=O